ClC1=NC(=NC=2C[C@]3(CCC12)CO[C@H](C1=CC=C(C=C13)Cl)C)SC |r| (1SR,4SR)-4',6-dichloro-1-methyl-2'-(methylthio)-5',8'-dihydro-6'H-spiro[isochromane-4,7'-quinazoline]